C(C)C1=C(C(CC(C1)(C)CC)=O)C 3,5-diethyl-2,5-dimethylcyclohex-2-enone